C1=CC=C(C=C1)COC(=O)C[C@@H](C(=O)O)NC(=O)OCC2=CC=CC=C2 N-Cbz-L-aspartic acid β-benzyl ester